FN[C@@H](CC1=CC=C(C=C1)O)C(=O)O Fluorotyrosine